FC1=C(C=C(C=C1)F)C(CF)C=1C=C2C(=NNC2=CC1)NC(C1=C(C=C(C=C1)N1CCN(C2(CC2)C1)C)NC1CCOCC1)=O N-(5-(1-(2,5-difluorophenyl)-2-fluoroethyl)-1H-indazol-3-yl)-4-(4-methyl-4,7-diazaspiro[2.5]oct-7-yl)-2-((tetrahydro-2H-pyran-4-yl)amino)benzamide